COC(C([C@H]1CN2CCC1CC2)NC(=O)C=2C=C(C(=O)NC(C(=O)OC)[C@H]1CN3CCC1CC3)C=CC2)=O methyl 2-[[3-[[2-methoxy-2-oxo-1-[(3R)-quinuclidin-3-yl]ethyl]carbamoyl]benzoyl]amino]-2-[(3R)-quinuclidin-3-yl]acetate